5-methyl-4-[5-methyl-6-(spiro[1-benzofuran-3,1'-cyclopropan]-4-yloxy)pyridin-3-yl]-2,4-dihydro-3H-1,2,4-triazol-3-one CC=1N(C(NN1)=O)C=1C=NC(=C(C1)C)OC1=CC=CC2=C1C1(CC1)CO2